rac-N-((4R,5R)-3-(2-((tert-butylsulfinyl)amino)propan-2-yl)-7-ethyl-4-(4-fluorophenyl)-6-oxo-1-phenyl-4,5,6,7-tetrahydro-1H-pyrazolo[3,4-b]pyridin-5-yl)-3-(trifluoromethyl)benzamide C(C)(C)(C)[S@@](=O)NC(C)(C)C1=NN(C=2N(C([C@@H]([C@@H](C21)C2=CC=C(C=C2)F)NC(C2=CC(=CC=C2)C(F)(F)F)=O)=O)CC)C2=CC=CC=C2 |&1:4|